(1R,2S,5S)-3-((S)-2-amino-3,3-bis(methyl-d3)butanoyl-4,4,4-d3)-6,6-bis(methyl-d3)-3-azabicyclo[3.1.0]hexane-2-carboxylic acid N[C@H](C(=O)N1[C@@H]([C@H]2C([C@H]2C1)(C([2H])([2H])[2H])C([2H])([2H])[2H])C(=O)O)C(C([2H])([2H])[2H])(C([2H])([2H])[2H])C([2H])([2H])[2H]